C1(CC1)C1=C(C(=C2C(=N1)CCC2)NC(=O)N=S(=O)(N)C2=NN(C=C2F)C(F)F)C2CC2 N'-((2,3-dicyclopropyl-6,7-dihydro-5H-cyclopenta[b]pyridin-4-yl)carbamoyl)-1-(difluoromethyl)-4-fluoro-1H-pyrazole-3-sulfonimidamide